C(C=C)N1N(C(C=2C1=NC(=CC2)NC2=NC=C(C(=C2)N[C@H](CO)C2=CC=CC=C2)C=2OC=NN2)=O)C(C)C (S)-1-allyl-6-((4-((2-hydroxy-1-phenylethyl)amino)-5-(1,3,4-oxadiazol-2-yl)pyridin-2-yl)amino)-2-isopropyl-1,2-dihydro-3H-pyrazolo[3,4-b]pyridin-3-one